C(C)OC(\C=C\C(\C1=CC2=CC=CC=C2C=C1)=N/OC(C)=O)=O (2E,4E)-4-(acetoxyimino)-4-(naphthalen-2-yl)but-2-enoic acid ethyl ester